N1(N=CN=C1)CCC=1C(=C(C=CC1N)N)C=1C=CC=C2C=CNC12 (2-(1H-1,2,4-triazol-1-yl)ethyl)-2-(1H-indol-7-yl)benzene-1,4-diamine